3-(2-methyl-1,3-dioxolan-2-yl)aniline CC1(OCCO1)C=1C=C(N)C=CC1